(2S)-2-amino-4-[3-methoxy-4-(trifluoromethyl)phenyl]butanoic acid N[C@H](C(=O)O)CCC1=CC(=C(C=C1)C(F)(F)F)OC